COC=1C=C2C(=CNC2=CC1)C[C@H](C)NC(OC(C)(C)C)=O tert-butyl (S)-(1-(5-methoxy-1H-indol-3-yl)propan-2-yl)carbamate